CN(CC1=C(C(=CC(=C1)CC)OC)OCCCCCCCCCCCCCCCCCC)C N,N-Di-methyl-1-(5-ethyl-3-methoxy-2-octadecyloxyphenyl)methanamin